C(CCCCCCCCCCC)OC(CCCCCCC\C=C/CCCC)=O myristoleic acid lauryl ester